BrC=1C=2N(C=C(C1)N(C(OC(C)(C)C)=O)C(=O)OC(C)(C)C)N=CN2 tert-butyl (8-bromo-[1,2,4]triazolo[1,5-a]pyridin-6-yl)(tert-butoxycarbonyl)carbamate